[C@H]12CN(C[C@H](CC1)N2)C2=NC(=NC1=C(C(=C(C=C21)Cl)C2=CC(=CC1=CC=CC=C21)O)F)OCCCN2[C@H](COCC2)C (R or S)-4-(4-((1R,5S)-3,8-diazabicyclo[3.2.1]octan-3-yl)-6-chloro-8-fluoro-2-(3-((S)-3-methyl-morpholinyl)propoxy)quinazolin-7-yl)naphthalen-2-ol